7,11-diazatricyclo[7.3.1.02,7]trideca-2,4-dien-6-one C12C3=CC=CC(N3CC(CNC1)C2)=O